ClC=1C(=NC(=NC1)NC=1C=C(C=NC1)N1C(C2(CC1)CCN(CC2)C(=O)OC(C)(C)C)=O)C2=CC(=CC=C2)C2=NC=CC=C2 tert-butyl 2-(5-((5-chloro-4-(3-(pyridin-2-yl)phenyl)pyrimidin-2-yl)amino)pyridin-3-yl)-1-oxo-2,8-diazaspiro[4.5]decane-8-carboxylate